3-methyl-4-pyridinecarbaldehyde CC=1C=NC=CC1C=O